N-(2'-ethyl-5-fluoro-[1,1'-biphenyl]-2-yl)-4-(2,7-diazaspiro[3.5]non-7-yl)pyrimidin-5-amine HCl salt Cl.C(C)C1=C(C=CC=C1)C1=C(C=CC(=C1)F)NC=1C(=NC=NC1)N1CCC2(CNC2)CC1